(2S,3R,4S)-4-[[3-(3,4-difluoro-2-methoxy-phenyl)-4,5,5-trimethyl-tetrahydrofuran-2-carbonyl]amino]pyridine-2-carboxamide FC=1C(=C(C=CC1F)[C@@H]1[C@H](OC([C@H]1C)(C)C)C(=O)NC1=CC(=NC=C1)C(=O)N)OC